CN(C)CC1=C(C=CC=C1)C1=CC=C(S1)C(C)NC1=NN(C(C2=CC(=C(C=C12)OC)OC)=O)C 4-((1-(5-(2-((dimethylamino)methyl)phenyl)thiophen-2-yl)ethyl)amino)-6,7-dimethoxy-2-methylphthalazin-1(2H)-one